2-(3,5-dibromopyrazol-1-yl)-N-methyl-N-[(E)-3-(1-methylpyrazol-4-yl)allyl]acetamide BrC1=NN(C(=C1)Br)CC(=O)N(C\C=C\C=1C=NN(C1)C)C